[Si](C)(C)(C(C)(C)C)OCC=1C=C(C=CC1F)C1CC=NN1C(=O)C12CC(C1)(C2)COC=2N=CC(=NC2)C#N 5-((3-(5-(3-(((tert-butyldimethylsilyl)oxy)methyl)-4-fluorophenyl)-4,5-dihydro-1H-pyrazole-1-carbonyl)bicyclo[1.1.1]Pent-1-yl)methoxy)pyrazine-2-carbonitrile